2-(5-(3-isopropyl-2-(2-methylpyridin-4-yl)-1H-indol-5-yl)-1,3,4-oxadiazol-2-yl)morpholine C(C)(C)C1=C(NC2=CC=C(C=C12)C1=NN=C(O1)C1CNCCO1)C1=CC(=NC=C1)C